C1(CC1)C=1OC(=CN1)C(=O)N1[C@@H](C2=C(CC1)NC=N2)C2=NN1C(C(=CC=C1)F)=C2 (S)-(2-cyclopropyloxazol-5-yl)(4-(4-fluoropyrazolo[1,5-a]pyridin-2-yl)-1,4,6,7-tetrahydro-5H-imidazo[4,5-c]pyridin-5-yl)methanone